7-cyclobutoxy-5-ethynyl-N-[4-(4-methylpiperazin-1-yl)phenyl]pyrido[2,3-d]pyrimidin-2-amine C1(CCC1)OC=1C=C(C2=C(N=C(N=C2)NC2=CC=C(C=C2)N2CCN(CC2)C)N1)C#C